NC=1CC(=CC2=C(N1)C=C(S2)CC2CCN(CC2)C(=O)OC(C)(C)C)C(=O)O 5-amino-2-[(1-tert-butoxycarbonyl-4-piperidinyl)methyl]-6H-thieno[3,2-b]azepine-7-carboxylic acid